(S)-5-chloro-N-(2,4-dimethoxybenzyl)-2-fluoro-4-((1-(4-fluorophenyl)ethyl)amino)-N-(thiazol-2-yl)benzenesulfonamide ClC=1C(=CC(=C(C1)S(=O)(=O)N(C=1SC=CN1)CC1=C(C=C(C=C1)OC)OC)F)N[C@@H](C)C1=CC=C(C=C1)F